[Si](C1=CC=CC=C1)(C1=CC=CC=C1)(C(C)(C)C)O[C@H]1[C@](CC2(OCCO2)CC1)(C)CN |r| rac-((7S,8R)-8-((tert-butyldiphenylsilyl)oxy)-7-methyl-1,4-dioxaspiro[4.5]decan-7-yl)methanamine